O6-methyl-2'-deoxyguanosine COC=1C=2N=CN([C@H]3C[C@H](O)[C@@H](CO)O3)C2N=C(N1)N